S1\C(\NCC1)=N/C(=O)C1=CN(C2=NC=CC=C21)COCC[Si](C)(C)C (NZ)-N-thiazolidin-2-ylidene-1-(2-trimethylsilylethoxymethyl)pyrrolo[2,3-b]pyridine-3-carboxamide